CC1=C(C=CC=C1NC(C1=NC=C(C(=C1)OC)CNCCS(=O)(=N)C)=O)C1=C(C(=CC=C1)NC(C1=NC=C(C(=C1)OC)CNCCS(=O)(=N)C)=O)C N,N'-(2,2'-dimethyl-[1,1'-biphenyl]-3,3'-diyl)bis(4-methoxy-5-(((2-(S-methylsulfonimidoyl)ethyl)amino)methyl)picolinamide)